N[C@@H]1CC[C@H](OC1)[C@H](C)NC=1C=C(C=CC1C(F)(F)F)C1=NNC(O1)=O 5-[3-({(S)-1-[(2S,5R)-5-aminotetrahydro-2H-pyran-2-yl]ethyl}amino)-4-(trifluoromethyl)phenyl]-1,3,4-oxadiazol-2(3H)-one